BrC1=CC=NC2=C1OCC(N2)=O 8-bromo-2H-pyrido[3,2-b][1,4]oxazin-3(4H)-one